7-[(3S,5S)-3,5-dimethylpiperazin-1-yl]-2-methoxy-N-(4-methoxy-2-methyl-indazol-5-yl)-1,3-benzothiazole-4-carboxamide C[C@H]1CN(C[C@@H](N1)C)C=1C=CC(=C2N=C(SC21)OC)C(=O)NC2=C(C1=CN(N=C1C=C2)C)OC